2-((6-(tert-Butyl)pyridin-2-yl)amino)-N-(2-(2-methyl-1H-indol-3-yl)ethyl)pyrimidine-5-carboxamide C(C)(C)(C)C1=CC=CC(=N1)NC1=NC=C(C=N1)C(=O)NCCC1=C(NC2=CC=CC=C12)C